N-[(1R)-2-(dimethylamino)-1-methyl-ethyl]-9-methoxy-5,6-dimethyl-pyrido[4,3-b]carbazole-1-carboxamide CN(C[C@@H](C)NC(=O)C1=NC=CC2=C(C=3N(C=4C=CC(=CC4C3C=C21)OC)C)C)C